(1S,3s)-3-(3-(2-(1-methyl-1H-pyrazol-4-yl)-1H-pyrrolo[2,3-b]pyridin-4-yl)-3,8-diazabicyclo[3.2.1]octan-8-yl)cyclobutane-1-carbonitrile CN1N=CC(=C1)C1=CC=2C(=NC=CC2N2C[C@@H]3CCC(C2)N3C3CC(C3)C#N)N1